NC1CCN(CC1)C1=CC=C(N=N1)C=1C=C(C(=O)N[C@@H](C=2NC3=CC=CC=C3C2)C2=C(C=CC(=C2)F)O)C=C(C1)C (R)-3-(6-(4-aminopiperidin-1-yl)pyridazin-3-yl)-N-((5-fluoro-2-hydroxyphenyl)(1H-indole-2-yl)methyl)-5-methylbenzamide